(5R)-N-(1-(((2S)-1-amino-3-methyl-1-oxobutan-2-yl)amino)-2-(4-ethylphenyl)-1-oxobutan-2-yl)-7,7-dimethyl-5-phenyl-4,5,6,7-tetrahydropyrazolo[1,5-a]pyridine-3-carboxamide NC([C@H](C(C)C)NC(C(CC)(C1=CC=C(C=C1)CC)NC(=O)C=1C=NN2C1C[C@@H](CC2(C)C)C2=CC=CC=C2)=O)=O